N-(2-methoxybenzyl)-1-(benzofuran-5-yl)-2-aminopropane COC1=C(CNC(CC=2C=CC3=C(C=CO3)C2)C)C=CC=C1